OC1CC(C1)NC(=O)C=1C=NC2=CC=C(C=C2C1NC(C)C)C=1C=NNC1 N-((1s,3s)-3-hydroxycyclobutyl)-4-(isopropylamino)-6-(1H-pyrazol-4-yl)quinoline-3-carboxamide